Cl.C(=C)C1COCC2(OCCO2)CN1 9-vinyl-1,4,7-trioxa-10-azaspiro[4.6]undecane hydrochloride